4-[(1R,2R)-2-(5-cyclopropyl-1,3-oxazol-2-yl)cyclopropyl]benzenesulfonamide C1(CC1)C1=CN=C(O1)[C@H]1[C@@H](C1)C1=CC=C(C=C1)S(=O)(=O)N